tert-butyl (S)-1-(5-(N-ethylsulfamoyl) naphthalen-1-ylamino)-1-oxo-3-phenylpropan-2-ylcarbamate C(C)NS(=O)(=O)C1=C2C=CC=C(C2=CC=C1)NC([C@H](CC1=CC=CC=C1)NC(OC(C)(C)C)=O)=O